OC1=CC(=C(CNC(COC(CCCCCCC\C=C/C[C@@H](CCCCCC)O)=O)=O)C=C1OC)I.COC1=CC(=C(C=C1)S(=O)(=O)N1CCC(CC1)C(=O)N)C 1-((4-methoxy-2-methylphenyl)sulfonyl)piperidine-4-carboxamide (R,Z)-2-((4-hydroxy-2-iodo-5-methoxybenzyl)amino)-2-oxoethyl-12-hydroxyoctadec-9-enoate